(dimethylphosphoryl)-N-(oxetan-3-yl)-2-(prop-2-yn-1-ylamino)benzamide CP(=O)(C)C=1C(=C(C(=O)NC2COC2)C=CC1)NCC#C